N-methyl-4-(5-{[2-methyl-6-(trifluoromethyl)phenyl]methoxy}pyrimidin-2-yl)piperazine-1-carboxamide dimethyl-α-ketoglutarate COC(C(CCC(=O)OC)=O)=O.CNC(=O)N1CCN(CC1)C1=NC=C(C=N1)OCC1=C(C=CC=C1C(F)(F)F)C